CCCCCC.[K] potassium n-hexane